C1(CC1)[C@H]1CN(CCN1)C=1N=NC(=CN1)C1=C(C=C(C=C1)C1=CC=NC=C1)O 2-{3-[(3S)-3-cyclopropylpiperazin-1-yl]-1,2,4-triazin-6-yl}-5-(pyridin-4-yl)phenol